4-oxospiro[chromane-2,4'-piperidine]-1'-carbohydrazide O=C1CC2(CCN(CC2)C(=O)NN)OC2=CC=CC=C12